(R)-7-(5-chloro-2-(isopropylamino)pyridin-4-yl)-2-(5-fluoro-2-(hydroxymethyl)benzyl)-3-(hydroxymethyl)-3,4-dihydropyrrolo[1,2-a]pyrazine-1(2H)-one ClC=1C(=CC(=NC1)NC(C)C)C=1C=C2N(C[C@@H](N(C2=O)CC2=C(C=CC(=C2)F)CO)CO)C1